FC1(CC(CNC1)C1=NN=C(O1)C=1C=CC2=C(N(C([C@H](CS2(=O)=O)NC(OC(C)(C)C)=O)=O)CC2=CC=C(C=C2)OC(F)(F)F)C1)F Tert-butyl N-[(3R)-7-[5-(5,5-difluoro-3-piperidyl)-1,3,4-oxadiazol-2-yl]-1,1,4-trioxo-5-[[4-(trifluoromethoxy)phenyl]methyl]-2,3-dihydro-1λ6,5-benzothiazepin-3-yl]carbamate